C(C)(C)C(CCC=C)NC1=C(C=C(C(=N1)C(=O)NN)[N+](=O)[O-])C(F)(F)F 6-(1-isopropylpent-4-enylamino)-3-nitro-5-(trifluoromethyl)pyridine-2-carbohydrazide